CN1N=C(C(=C1)[C@@H]1CN(C[C@H](O1)C)C1=NC=CC(=N1)C1=CN=C2N1C=C(C=C2)C(F)(F)F)C (2R,6R)-2-(1,3-dimethyl-1H-pyrazol-4-yl)-6-methyl-4-(4-(6-(trifluoromethyl)imidazo[1,2-a]pyridin-3-yl)pyrimidin-2-yl)morpholine